C([O-])([O-])=O.CC=1[N+](=C(NC1)C)C.CC=1[N+](=C(NC1)C)C methyl-2,3-dimethylimidazolium carbonate